1,4-bis(4-aminophenoxy)-2,5-bis(4-methoxybenzoyl)benzene NC1=CC=C(OC2=C(C=C(C(=C2)C(C2=CC=C(C=C2)OC)=O)OC2=CC=C(C=C2)N)C(C2=CC=C(C=C2)OC)=O)C=C1